BrC=1C(=C(C(=CC1)F)C(/C(/C(=O)OCC)=N/NC1=CC=C(C=C1)OC(F)(F)F)=O)F ethyl (2Z)-3-(3-bromo-2,6-difluoro-phenyl)-3-oxo-2-[[4-(trifluoromethoxy)phenyl]hydrazono]propanoate